2-methoxy-2-oxoethyl 1-[2-chloro-5-(3,5-dimethyl-2,6-dioxo-4-sulfanylidene-1,3,5-triazinan-1-yl)-4-fluorophenoxy]cyclopropanecarboxylate ClC1=C(OC2(CC2)C(=O)OCC(=O)OC)C=C(C(=C1)F)N1C(N(C(N(C1=O)C)=S)C)=O